tert-butyl 2-(hydroxymethyl)-2-phenyl-3,4-dihydroquinoline-1(2H)-carboxylate OCC1(N(C2=CC=CC=C2CC1)C(=O)OC(C)(C)C)C1=CC=CC=C1